COC1=CC=CC=C1 2-METHOXYBENZENE